4-((3-(1-Cyanoethyl)-4-methoxypyrazolo[1,5-a]pyridin-5-yl)amino)-6-(cyclopropanecarboxamido)-N-(methyl-d3)nicotinamide C(#N)C(C)C=1C=NN2C1C(=C(C=C2)NC2=CC(=NC=C2C(=O)NC([2H])([2H])[2H])NC(=O)C2CC2)OC